tert-Butyl 4-(2-methyl-4-nitrophenyl)-5,6-dihydropyridine-1(2H)-carboxylate CC1=C(C=CC(=C1)[N+](=O)[O-])C1=CCN(CC1)C(=O)OC(C)(C)C